N-methyl-N-ethyl-nonylamine CN(CC)CCCCCCCCC